2,2',3,5,5'-pentamethyl(1,1'-biphenyl)-4,4-diol CC1=C(C=C(C(C1C)(O)O)C)C1=C(C=CC(=C1)C)C